COC=1C=C(C=CC1OC)/C=C/C(=O)NC1=C(C(=O)O)C=CC=C1 2-{[(2E)-3-(3,4-dimethoxyphenyl)prop-2-enoyl]amino}benzoic acid